{1-[(2-aminoethyl)sulfonyl]-1H-pyrazol-4-yl}-5-chloro-2-(4,4-difluoroazepan-1-yl)-6-methylpyridine-3-carboxamide NCCS(=O)(=O)N1N=CC(=C1)C1=C(C(=NC(=C1Cl)C)N1CCC(CCC1)(F)F)C(=O)N